BrC=1C=C2C(=NC=NN2C1)N1CCC(=CC1)C1=NC=C(C=N1)C(C)(O)C1=C(C=C(C=C1F)F)F 1-(2-(1-(6-bromopyrrolo[2,1-f][1,2,4]triazin-4-yl)-1,2,3,6-tetrahydropyridin-4-yl)pyrimidin-5-yl)-1-(2,4,6-trifluorophenyl)ethan-1-ol